Cl.Cl.ClC=1C=C2C(=NC1)[C@H](C1(O2)CC1)CN |o1:9| rel-1-[(3'R)-6'-chloro-3'H-spiro[cyclopropane-1,2'-furo[3,2-b]pyridin]-3'-yl]methanamine dihydrochloride